FC(C1(C(N2N(C1)CCC2C=2C=C(C=NC2)C#N)=O)CC)F 5-(6-(difluoromethyl)-6-ethyl-5-oxo-1,2,3,7-tetrahydropyrazolo[1,2-a]pyrazol-3-yl)pyridine-3-carbonitrile